(3aR,5R,6aS)-N-{(1R,6S)-2,2-difluoro-6-[4-(propan-2-yl)piperazin-1-yl]cyclohexyl}-5-(2-methylphenyl)hexahydrocyclopenta[c]pyrrole-2(1H)-carboxamide FC1([C@@H]([C@H](CCC1)N1CCN(CC1)C(C)C)NC(=O)N1C[C@@H]2[C@H](C1)CC(C2)C2=C(C=CC=C2)C)F